diethyl (((3'-methyl-4-pentyl-[1,1'-biphenyl]-2,6-diyl)bis(oxy))bis(methylene)) bis(carbonate) C(OCC)(OCOC1=CC(=CC(=C1C1=CC(=CC=C1)C)OCOC(OCC)=O)CCCCC)=O